NC=1C=2N(C(=CN1)Cl)C(=NC2C2=C(C(=C(C=C2)NC(C(O)C2=CC(=CC=C2)F)=O)F)F)C([2H])([2H])[2H] N-[4-[8-amino-5-chloro-3-(trideuteriomethyl)imidazo[1,5-a]pyrazin-1-yl]-2,3-difluoro-phenyl]-2-(3-fluoro-phenyl)-2-hydroxy-acetamide